FC1=C(C(=O)N[C@@H](CCO[C@@H]2C[C@H](C2)CCC2=NC=3NCCCC3C=C2)C(=O)O)C=CC(=C1)F N-(2,4-difluorobenzoyl)-O-(trans-3-(2-(5,6,7,8-tetrahydro-1,8-naphthyridin-2-yl)ethyl)cyclobutyl)homoserine